(2S,4S)-4-fluoro-1-[2-[(3R)-3-[(8-methyl-6-quinolinyl)amino]pyrrolidin-1-yl]acetyl]pyrrolidine-2-carbonitrile F[C@H]1C[C@H](N(C1)C(CN1C[C@@H](CC1)NC=1C=C2C=CC=NC2=C(C1)C)=O)C#N